isobutyl 2-(isobutoxysulfonyl)-propionate C(C(C)C)OS(=O)(=O)C(C(=O)OCC(C)C)C